O=S1(C2=C(CC1)C(=CC=C2)NC2=NNC(=C2)[C@@H]2C[C@@H](CO2)N(C(O)=O)C(C)C)=O.O=C(C)CCNCCCCCCCC2=NC=CC=C2 2-(5-aza-2-oxododecane-12-yl)pyridine (3S,5S)-5-(3-((1,1-dioxido-2,3-dihydrobenzo[b]thiophen-4-yl)amino)-1H-pyrazol-5-yl)tetrahydrofuran-3-yl-isopropylcarbamate